ClC=1C=C(C=CC1C=1N(C=C(N1)C(F)(F)F)C)CO (3-chloro-4-(1-methyl-4-(trifluoromethyl)-1H-imidazol-2-yl)phenyl)methanol